1-((R or S)-3-(2-(5-fluorothiophen-2-yl)ethyl)-1-(2-(6-methylpyridin-3-yl)propan-2-yl)pyrrolidin-3-yl)-3,4-dihydro-1H-pyrano[4,3-c]pyridine FC1=CC=C(S1)CC[C@@]1(CN(CC1)C(C)(C)C=1C=NC(=CC1)C)C1OCCC=2C=NC=CC21 |o1:8|